The molecule is a 5-(methylsulfanyl)pentanal oxime in which the oxime moiety has E configuration. It is an omega-(methylsulfanyl)-(E)-alkanal oxime and a 5-(methylsulfanyl)pentanal oxime. CSCCCC/C=N/O